FC1(CC(C1)N[C@@H]1C[C@H](N(CC1)CC1=C2C=CNC2=C(C=C1OC)C)C1=CC=C(C(=O)O)C=C1)F 4-((2S,4S)-4-((3,3-difluorocyclobutyl)amino)-1-((5-methoxy-7-methyl-1H-indol-4-yl)methyl)piperidin-2-yl)benzoic acid